C1(=CC=CC=C1)C1=NC(=CC=C1C=1C=C(C=CC1)C1=CC(=NC=C1N1C2=CC=C(C=C2C=2C=C(C=CC12)N1C2=CC=CC=C2C=2C=CC=CC12)N1C2=CC=CC=C2C=2C=CC=CC12)N1C2=CC=C(C=C2C=2C=C(C=CC12)N1C2=CC=CC=C2C=2C=CC=CC12)N1C2=CC=CC=C2C=2C=CC=CC12)C1=CC=CC=C1 9',9''''-(4-(3-(2,6-diphenylpyridin-3-yl)phenyl)pyridine-2,5-diyl)bis(9'H-9,3':6',9''-tercarbazole)